oxazinyl-(morpholin) O1NC(=CC=C1)N1CCOCC1